O=C1N(CC2=CC(=CC=C12)CN1CCN(CC1)C1CCNCC1)C1C(NC(CC1)=O)=O 3-(1-oxo-5-((4-(piperidin-4-yl)piperazin-1-yl)methyl)isoindolin-2-yl)piperidine-2,6-dione